ClC=1C(C2=C(NC(=N2)C2=CC(=CC=C2)F)C(C1Cl)=O)=O 5,6-dichloro-2-(3-fluorophenyl)-1H-benzo[d]imidazole-4,7-dione